FC1=CC=C(C=C1)C=1C(C(=CN(C1)C(C)C)C(=O)OC(C)C)=O isopropyl 5-(4-fluorophenyl)-1-isopropyl-4-oxo-pyridine-3-carboxylate